((2S,7aR)-2-fluorotetrahydro-1H-pyrrolizine-7a(5H)-yl)methanol F[C@H]1C[C@]2(CCCN2C1)CO